Benzyl {1-[(1r,4r)-4-aminocyclohexyl]ethyl}carbamate NC1CCC(CC1)C(C)NC(OCC1=CC=CC=C1)=O